(S)-6-fluoro-2,3-dihydro-1H-inden-1-amine hydrochloride Cl.FC1=CC=C2CC[C@@H](C2=C1)N